2-(4-Fluorophenyl)-11H-imidazo[1',2':1,2]pyrido[3,4-b]indole FC1=CC=C(C=C1)C=1N=C2N(C=CC3=C2NC2=CC=CC=C32)C1